aminobutyric acid hydroiodic acid salt I.NC(C(=O)O)CC